BrC=1C(=NC(=NC1)N)OCCN(C)C 5-bromo-4-(2-(dimethylamino)ethoxy)pyrimidin-2-amine